1-(4-(2,3-dimethylphenyl)piperidin-1-yl)-2-(3-(4-hydroxypiperidine-1-carbonyl)-5,6-dihydrocyclopenta[c]pyrazol-1(4H)-yl)ethan-1-one CC1=C(C=CC=C1C)C1CCN(CC1)C(CN1N=C(C2=C1CCC2)C(=O)N2CCC(CC2)O)=O